NC1=NC2=C(C=3C=C(C=NC13)CCC1=C(C=C(OCC3=CC=C(CP(O)(O)=O)C=C3)C=C1)C)C=CC(=C2)C (4-((4-(2-(5-amino-8-methylbenzo[f][1,7]naphthyridin-2-yl)ethyl)-3-methylphenoxy)methyl)benzyl)phosphonic acid